(2r,4s)-4-(4-amino-3-ethynyl-1H-pyrazolo[3,4-d]pyrimidin-1-yl)-2-(methoxymethyl)pyrrolidine-1-carboxylic acid tert-butyl ester C(C)(C)(C)OC(=O)N1[C@H](C[C@@H](C1)N1N=C(C=2C1=NC=NC2N)C#C)COC